C(C)O[Si](CCSSSSCC[Si](OCC)(OCC)OCC)(OCC)OCC bis(2-Triethoxysilylethyl) tetrasulfide